(S)-dibenzyl ((4-((3,4-dimethyl-2-oxo-7-((2,4,6-trifluorobenzyl)carbamoyl)-3,4-dihydroquinazolin-1(2H)-yl)methyl)-3,5-difluorophenoxy)methyl) phosphate P(=O)(OCC1=CC=CC=C1)(OCC1=CC=CC=C1)OCOC1=CC(=C(C(=C1)F)CN1C(N([C@H](C2=CC=C(C=C12)C(NCC1=C(C=C(C=C1F)F)F)=O)C)C)=O)F